2-(morpholinomethyl)-5-(3-((4-phenethoxyphenyl)carbamoyl)phenyl)nicotinic acid O1CCN(CC1)CC1=C(C(=O)O)C=C(C=N1)C1=CC(=CC=C1)C(NC1=CC=C(C=C1)OCCC1=CC=CC=C1)=O